COC1=CC=C2C(NC(N(C2=C1)CC1=CC(=CC=C1)C(=O)N1CCN(CC1)C1=NC=CC=N1)=O)=O 7-Methoxy-1-(3-(4-(pyrimidin-2-yl)piperazine-1-carbonyl)benzyl)quinazoline-2,4(1H,3H)-dione